2-amino-6-((1-aminocyclopropyl)methoxy)-1-(3-hydroxy-2,6-dimethylphenyl)-5-methyl-1H-pyrrolo[2,3-b]pyridine-3-carbonitrile NC1=C(C=2C(=NC(=C(C2)C)OCC2(CC2)N)N1C1=C(C(=CC=C1C)O)C)C#N